C(C)(C)(C)OC(=O)NCC[C@@H](C(=O)O)O (2S)-4-(tert-Butyloxycarbonylamino)-2-hydroxy-butyric acid